NC1(CC=2C(N(C(=CC2N1C1=C(C(=CC=C1C)OC)C)C)C)=O)C#N 2-amino-1-(3-methoxy-2,6-dimethylphenyl)-5,6-dimethyl-4-oxopyrrolo[3,2-c]pyridine-2-carbonitrile